C[C@H]1N(C[C@H](C1)COS(=O)(=O)C)C(=O)OC(C)(C)C tert-butyl (2R,4S)-2-methyl-4-(methylsulfonyloxymethyl)pyrrolidine-1-carboxylate